(S)-5-amino-2-ethyl-6-(3-hydroxy-2,6-dimethylphenyl)-3-(trifluoromethyl)-2,6-dihydropyrrolo[2,3-c]pyrazole-4-carboxamide NC1=C(C=2C(=NN(C2C(F)(F)F)CC)N1C1=C(C(=CC=C1C)O)C)C(=O)N